C1(CC1)C1=NN(C2=C1C=NC(=C2)CC(=O)N)C2=NC=CC(=N2)C2=COC=C2 (3-cyclopropyl-1-(4-(furan-3-yl)pyrimidin-2-yl)-1H-pyrazolo[4,3-c]pyridin-6-yl)acetamide